C[C@]12CC3(CC(C[C@@](C1)(C3)C)C2)NC(NC2=C(C=C(C(=O)N3C[C@H](CCC3)NS(=O)(=O)C)C=C2)F)=O N-[(S)-1-(4-{3-[(1r,3R,5S,7S)-3,5-dimethyladamantan-1-yl]ureido}-3-fluorobenzoyl)piperidin-3-yl]methaneSulfonamide